OC1=C(C(=CC(=C1)O)OCC1=NC=NC=C1)C(=O)N1CCCC1 [2,4-dihydroxy-6-(pyrimidin-4-ylmethoxy)phenyl]-pyrrolidin-1-yl-methanone